ClC1=CC(=CC(=N1)N1CCN(CC1)S(=O)(=O)C=1C=CC(=NC1)N)C(F)(F)F 5-[4-[6-chloro-4-(trifluoromethyl)-2-pyridinyl]piperazin-1-yl]sulfonylpyridin-2-amine